5-fluoro-2-methylbenzofuran FC=1C=CC2=C(C=C(O2)C)C1